6-(1,4-diazepan-1-yl)-N-(5-(difluoromethoxy)-1H-pyrazol-3-yl)pyrazin-2-amine N1(CCNCCC1)C1=CN=CC(=N1)NC1=NNC(=C1)OC(F)F